CC(/C=C/COC1=CC=C(C=C1)[C@H](CC(=O)O)C#CC)=C (3S)-3-(4-{[(2E)-4-methylpent-2,4-dien-1-yl]oxy}phenyl)hex-4-ynoic acid